4-bromo-3-(9H-carbazol-9-yl)benzonitrile BrC1=C(C=C(C#N)C=C1)N1C2=CC=CC=C2C=2C=CC=CC12